5-(tert-butyldimethylsiloxy)pentylmagnesium chloride O([Si](C)(C)C(C)(C)C)CCCCC[Mg]Cl